ClC=1C=CC2=C(NC(=N2)C2=CC(CC2(CC)CC)=O)C1 3-(6-chloro-1H-benzo[d]imidazol-2-yl)-4,4-diethylcyclopent-2-en-1-one